(4-bromo-2-((1-((2-(3-hexylguanidino)ethyl)amino)-3-(1H-indol-3-yl)-1-oxopropan-2-yl)carbamoyl)phenyl)-2-naphthamide BrC1=CC(=C(C=C1)C1=C(C=CC2=CC=CC=C12)C(=O)N)C(NC(C(=O)NCCNC(=N)NCCCCCC)CC1=CNC2=CC=CC=C12)=O